FC1(CC(C1)(C(=O)N1[C@@H](CCC1)C(=O)O)C(F)(F)F)F (3,3-difluoro-1-(trifluoromethyl)cyclobutane-1-carbonyl)-L-proline